N1C(C=CC1)=O 1H-Pyrrol-2(5H)-one